tert-butyl (2-amino-4-vinylphenyl)carbamate NC1=C(C=CC(=C1)C=C)NC(OC(C)(C)C)=O